2-chloro-5-{[(cyclopentylcarbonyl)amino]methyl}-N-[1-(2,6-dimethylpyridin-4-yl)-1H-indazol-4-yl]benzamide ClC1=C(C(=O)NC2=C3C=NN(C3=CC=C2)C2=CC(=NC(=C2)C)C)C=C(C=C1)CNC(=O)C1CCCC1